FC(C(=O)NC)=C 2-fluoro-N-methylacrylamide